Benzooxaborole O1B=CC2=C1C=CC=C2